FC1=C(C=CC(=C1)F)C(O)C1(OC1)C 1-(2,4-difluorophenyl)-1-(2-methyl-2-oxiranyl)methanol